OC1=C(C=CC(=C1)C(F)(F)F)N1N=C2N(C1=O)[C@@H](CC2)C2=NC=CN=C2 (S)-2-(2-hydroxy-4-(trifluoromethyl)phenyl)-5-(pyrazin-2-yl)-2,5,6,7-tetrahydro-3H-pyrrolo[2,1-c][1,2,4]triazol-3-one